C(C)(C)B1OC(C(O1)(C)C)(C)C 2-isopropyl-4,4,5,5-tetramethyl-1,3,2-dioxaborolan